C(CCC)NC=1C2=C(N=C(N1)N)C=NN2CC2=C(C=CC(=C2)CN2CCN(CC2)C2CCC2)OC N7-butyl-1-({5-[(4-cyclobutylpiperazin-1-yl)methyl]-2-methoxy-phenyl}methyl)-1H-pyrazolo[4,3-d]pyrimidine-5,7-diamine